β-naphthalenesulfinic acid trimethylbenzylammonium salt C[N+](CC1=CC=CC=C1)(C)C.C1=C(C=CC2=CC=CC=C12)S(=O)[O-]